((S)-2,2-difluorocyclopropyl)((1R,5S)-3-(2-((1-methyl-1H-pyrazol-4-yl)amino)pyrimidin-4-yl)-3,8-diazabicyclo[3.2.1]octan-8-yl)methanone FC1([C@@H](C1)C(=O)N1[C@H]2CN(C[C@@H]1CC2)C2=NC(=NC=C2)NC=2C=NN(C2)C)F